(2-(5-Fluoro-1H-pyrazol-4-yl)-7-((R)-2-hydroxypropyl)-7H-pyrrolo[2,3-d]pyrimidin-5-yl)((S)-6-fluorochroman-3-yl)methanone FC1=C(C=NN1)C=1N=CC2=C(N1)N(C=C2C(=O)[C@@H]2COC1=CC=C(C=C1C2)F)C[C@@H](C)O